CC(COC1=C(C2=C(SC(=C2)C(C[C@@H](C(=O)O)C)=O)C=C1OC)F)(COC1=C(C2=C(SC(=C2)C(C[C@@H](C(=O)O)C)=O)C=C1OC)F)C (2S,2'S)-4,4'-(((2,2-dimethylpropane-1,3-diyl)bis(oxy))bis(4-fluoro-6-methoxybenzo[b]thiophene-5,2-diyl))bis(2-methyl-4-oxobutanoic acid)